C(C)(C)NC(C)=NC(C)C N,N'-diisopropyl-acetamidine